FC1=C(C=CC(=C1)OCC=1C=NC=CC1)C1=CNC=2N=C(N=C(C21)OCCOC)NC2=CC=C(C=C2)CN2CCN(CC2)C 5-(2-fluoro-4-(pyridin-3-ylmethoxy)phenyl)-4-(2-methoxyethoxy)-N-(4-((4-methylpiperazin-1-yl)methyl)phenyl)-7H-pyrrolo[2,3-d]pyrimidin-2-amine